ClC=1C(=C2C=NNC2=C(C1F)N1CC(C1)(F)F)C=1N=CC=2N(C1)C=C(N2)NC(=O)C2C(C2)F N-(6-(5-chloro-7-(3,3-difluoroazetidin-1-yl)-6-fluoro-1H-indazol-4-yl)imidazo[1,2-a]pyrazin-2-yl)-2-fluorocyclopropane-1-carboxamide